C(C1=CC=CC=C1)(=O)N1CC(C1)(C)CN1C(=NC2=C1C(=CC=C2)OC)C=2N(C1=CC=CC=C1C2)CC2CC2 1-[(1-benzoyl-3-methylazetidin-3-yl)methyl]-2-[1-(cyclopropylmethyl)-1H-indol-2-yl]-7-methoxy-1H-1,3-benzodiazole